FC(OC=1C=C(C=CC1)N1C(N(C=2C1=NC=C(C2)C(=O)NC2(CS(C2)(=O)=O)C)C(C)C)=O)F 3-[3-(difluoromethoxy)phenyl]-1-isopropyl-N-(3-methyl-1,1-dioxo-thietan-3-yl)-2-oxo-imidazo[4,5-b]pyridine-6-carboxamide